(S)-1-(1-(3,5-difluoro-4-(3-((4-(carbomethoxy)morpholin-2-yl)methyl)-7-methylimidazo[1,2-a]pyridin-2-yl)phenyl)-1H-pyrazol-3-yl)cyclopropane-1-carboxylic acid FC=1C=C(C=C(C1C=1N=C2N(C=CC(=C2)C)C1C[C@H]1CN(CCO1)C(=O)OC)F)N1N=C(C=C1)C1(CC1)C(=O)O